4-((2-(2-Amino-2-oxoethoxy)-4-(isoindolin-2-ylmethyl)phenoxy)methyl)-N,N-dimethylbenzamide NC(COC1=C(OCC2=CC=C(C(=O)N(C)C)C=C2)C=CC(=C1)CN1CC2=CC=CC=C2C1)=O